N1=CC=CC=2CCC/C(/C12)=N\NC=1N=NC2=C(NC=3C(=CC(=CC23)C)C)N1 (E)-3-(2-(6,7-dihydroquinolin-8(5H)-ylidene)hydrazino)-6,8-dimethyl-5H-[1,2,4]triazino[5,6-b]indole